Cl.CC1=CC2=C(N=C(N2)C(CC=2NC3=C(N2)C=C(C(=C3)C)C)O)C=C1C 1,2-bis(5,6-dimethyl-2-benzimidazolyl)ethanol hydrochloride